7-(2,6-difluoro-phenyl)-5-[[5-(4-hydroxy-1-piperidyl)-2-pyridyl]amino]-3H-pyrido[2,3-d]pyrimidin-4-one FC1=C(C(=CC=C1)F)C=1C=C(C2=C(N=CNC2=O)N1)NC1=NC=C(C=C1)N1CCC(CC1)O